7-Chloro-3-(2-chloro-3-(pyrimidin-4-yl)phenyl)pteridine-2,4(1H,3H)-dione ClC1=CN=C2C(N(C(NC2=N1)=O)C1=C(C(=CC=C1)C1=NC=NC=C1)Cl)=O